2-(aminomethyl)-6-(3-{[(tert-butoxy)carbonyl]amino}propyl)-1,3-diethyl-1H-1,3-benzodiazol-3-ium iodide [I-].NCC1=[N+](C2=C(N1CC)C=C(C=C2)CCCNC(=O)OC(C)(C)C)CC